(2S,4R)-N-[(1R,5R,6R)-3-carbamoyl-6-bicyclo[3.2.0]heptanyl]-1-[(2R)-2-(4-cyclopropyltriazol-1-yl)-3,3-dimethyl-butanoyl]-4-hydroxy-pyrrolidine-2-carboxamide C(N)(=O)C1C[C@@H]2C[C@H]([C@@H]2C1)NC(=O)[C@H]1N(C[C@@H](C1)O)C([C@@H](C(C)(C)C)N1N=NC(=C1)C1CC1)=O